N1(CCNCCC1)C1=CC=CC(=N1)C1=NC2=CC(=NC=C2C=C1)CNC(C1=CC(=C(C=C1)C)S(=O)(=O)C)=O N-((2-(6-(1,4-diazepan-1-yl)pyridin-2-yl)-1,6-naphthyridin-7-yl)methyl)-4-methyl-3-(methylsulfonyl)benzamide